BrC1=CSC=2C1=NC(=CC2N(C(OC(C)(C)C)=O)CC=2SC=CC2)Cl tert-butyl (3-bromo-5-chlorothieno[3,2-b]pyridin-7-yl)(thiophen-2-ylmethyl)carbamate